C(#N)C1(C(CN(CCC1)C=1C2=C(N=C(N1)OCC13CCCN3CCC1)C(=C(N=C2)C2=CC=CC1=CC=C(C(=C21)C#C)F)OC([2H])([2H])[2H])N(C(C=C)=O)C)C N-(4-cyano-1-(7-(8-ethynyl-7-fluoronaphthalen-1-yl)-8-(methoxy-d3)-2-((tetrahydro-1H-pyrrolizin-7a(5H)-yl)methoxy)pyrido[4,3-d]pyrimidin-4-yl)-4-methylazepan-3-yl)-N-methylacrylamide